4-((dimethylamino)methylene)-[1,1'-bi(cyclohexane)]-3,5-dione CN(C)C=C1C(CC(CC1=O)C1CCCCC1)=O